3-cyano-N-(2-(5-(5-(2-cyclopentylethyl)-1,2,4-oxadiazol-3-yl)-1H-benzo[d]imidazol-1-yl)ethyl)benzamide C(#N)C=1C=C(C(=O)NCCN2C=NC3=C2C=CC(=C3)C3=NOC(=N3)CCC3CCCC3)C=CC1